C1(CCC1)NC1=NC=C(C(=C1)C(=O)NC[C@@H](O)[C@H]1N(CC2=CC(=CC=C2C1)O)C(=O)OC(C)(C)C)F tert-butyl (3S)-3-[(1R)-2-[[2-(cyclobutylamino)-5-fluoro-pyridine-4-carbonyl]-amino]-1-hydroxy-ethyl]-7-hydroxy-3,4-dihydro-1H-isoquinoline-2-carboxylate